CN(C(CN1C(COCC1)=O)=O)C=1C=C2C(=NC1)N=C(N2)C2=NNC=1C[C@@]3([C@H](CC21)C3)C N-Methyl-N-(2-((4aS,5aR)-5a-methyl-1,4,4a,5,5a,6-hexahydrocyclopropa[f]indazol-3-yl)-1H-imidazo[4,5-b]pyridin-6-yl)-2-(3-oxomorpholino)acetamide